4-iodo-N-(1'-methyl-2'-oxospiro[cyclobutane-1,3'-indoline]-5'-yl)-2-(6-azaspiro[2.5]octan-6-yl)benzamide IC1=CC(=C(C(=O)NC=2C=C3C4(C(N(C3=CC2)C)=O)CCC4)C=C1)N1CCC4(CC4)CC1